C(C)(C)(C)OC(=O)N1C(=CC2=CC=C(C=C12)CN)CN(CC1CCC1)C(=O)OC(C)(C)C 6-(aminomethyl)-2-(((tert-butoxycarbonyl)(cyclobutylmethyl)amino)methyl)-1H-indole-1-carboxylic acid tert-butyl ester